FCC(CCCCCC)F 1,2-difluorooctane